N[C@@H](CO)C1=NOC(=N1)[C@H](CC(=O)N)NC(=O)N[C@@H]1C(OCC1)=O (S)-3-(3-((R)-1-amino-2-hydroxyethyl)-1,2,4-oxadiazol-5-yl)-3-(3-((S)-2-ketotetrahydrofuran-3-yl)ureido)propionamide